2-(phenylethylamino)ethanol C1(=CC=CC=C1)CCNCCO